(5-(5-fluoro-2-methoxypyridin-4-yl)-1-((2-(trimethylsilyl)ethoxy)methyl)-1H-pyrazole-3-carbonyl)-3-oxa-9-azabicyclo[3.3.1]nonane-7-carboxylic acid FC=1C(=CC(=NC1)OC)C1=CC(=NN1COCC[Si](C)(C)C)C(=O)C12COCC(CC(C1)C(=O)O)N2